L-proline ethyl ester HCl salt Cl.C(C)OC([C@H]1NCCC1)=O